C(C)NC(NC1=NC=CC(=C1F)CN1CCN(CC1)C=1C=CC(=NC1C([2H])([2H])[2H])C(=O)NC)=O 5-(4-((2-(3-ethylureido)-3-fluoropyridin-4-yl)methyl)piperazin-1-yl)-N-methyl-6-(methyl-d3)picolinamide